C1=C(C=CC=2OC3=C(C21)C=CC=C3)N(C=3C=CC(=C(C3)O)C3=CC=C(C2=CC=CC=C32)N(C3=CC=2C(C1=CC=CC=C1C2C=C3)(C)C)C3=CC2=C(OC1=C2C=CC=C1)C=C3)C3=CC=1C(C2=CC=CC=C2C1C=C3)(C)C 5-[2-dibenzofuranyl-(9,9-dimethyl-9H-fluoren-2-yl)amino]-2-[4-[2-dibenzofuranyl-(9,9-dimethyl-9H-fluoren-2-yl)amino]-1-naphthyl]phenol